(2S)-5-amino-6-[[(1R,3R)-3-(methoxycarbonyl)cyclohexyl]amino]-2-methyl-1,2,3,4-tetrahydroquinoline-1-carboxylic acid methyl ester COC(=O)N1[C@H](CCC2=C(C(=CC=C12)N[C@H]1C[C@@H](CCC1)C(=O)OC)N)C